1-(3-(1',2'-Dihydrospiro[cyclopropane-1,3'-pyrrolo[2,3-b]pyridin]-5'-yl)phenyl)tetrahydropyrimidin-2(1H)-one N1CC2(C=3C1=NC=C(C3)C=3C=C(C=CC3)N3C(NCCC3)=O)CC2